C(C)(C)N1N=CC(=C1)C1=NC(=NC=C1C)NC=1C=C2C=CN(C2=CC1)S(=O)(=O)C(F)(F)F N-(4-(1-isopropyl-1H-pyrazol-4-yl)-5-methylpyrimidin-2-yl)-1-((trifluoromethyl)sulfonyl)indol-5-amine